C=CC(=O)OO HYDROXYACRYLATE